C=1NC=CC=2C1OC=1C2C=CC1 cyclopenta[4,5]furo[2,3-c]pyridin